OCC1CN(CC12CN(C2)C(=O)C2(CC2)C(F)(F)F)C=O (8-(hydroxymethyl)-2-(1-(trifluoromethyl)cyclopropane-1-carbonyl)-2,6-diazaspiro[3.4]octan-6-yl)methanone